(3R,4S,8R,9S,10S)-10-(aminomethyl)-9-(4-bromophenyl)-3,4-dihydroxy-N-(4-methoxyphenyl)-1,6-diazabicyclo[6.2.0]decane-6-carboxamide NC[C@@H]1[C@@H]([C@@H]2CN(C[C@@H]([C@@H](CN12)O)O)C(=O)NC1=CC=C(C=C1)OC)C1=CC=C(C=C1)Br